(5-Methoxy-7-methyl-1H-imidazo[4,5-b]pyridin-2-yl)methanol COC1=CC(=C2C(=N1)N=C(N2)CO)C